CC1=C(C(NC2=CC(=CC=C12)N1CCN(CC1)C)=O)C(\C=C\C1=CC=C(C=C1)C)=O (E)-4-methyl-7-(4-methylpiperazin-1-yl)-3-(3-(p-tolyl)propenoyl)quinolin-2(1H)-one